(1r,3s)-3-((5-([1,2,4]triazolo[1,5-a]pyridin-6-yl)-6-fluoro-4-methoxypyrrolo[2,1-f][1,2,4]triazin-2-yl)amino)-1-ethylcyclobutan-1-ol N=1C=NN2C1C=CC(=C2)C=2C(=CN1N=C(N=C(C12)OC)NC1CC(C1)(O)CC)F